para-nitrophenylphosphate [N+](=O)([O-])C1=CC=C(C=C1)OP(=O)([O-])[O-]